ClC1=CC=C(C(=O)NC2=CC=C(C=C2)O[C@H]2CNCC2)C=C1 |r| (RS)-4-Chloro-N-[4-(pyrrolidin-3-yloxy)-phenyl]-benzamid